CC1=CC(=NC=C1)NC=1SC=C(N1)C1=NC=C(C=C1)S(=O)(=O)C N-(4-methylpyridin-2-yl)-4-(5-(methylsulfonyl)pyridin-2-yl)thiazol-2-amine